ClC=1C(=NC=CC1)N1N=CC(=C1C(F)(F)F)C(=O)NC1=CC(=C(C=C1)OC1=C2C(=NC=C1)NC(N2C(C)C)=O)F 1-(3-chloropyridin-2-yl)-N-(3-fluoro-4-((1-isopropyl-2-keto-2,3-dihydro-1H-imidazo[4,5-b]pyridin-7-yl)oxy)phenyl)-5-(trifluoromethyl)-1H-pyrazole-4-carboxamide